1-(4-(cyclopropylmethyl)-3,4-dihydroquinoxaline-1(2H)-yl)-2-(4-methylpiperazin-1-yl)propan-1-one C1(CC1)CN1CCN(C2=CC=CC=C12)C(C(C)N1CCN(CC1)C)=O